2,5-di-p-toluidinyl-terephthalic acid N(C1=CC=C(C=C1)C)C1=C(C(=O)O)C=C(C(=C1)C(=O)O)NC1=CC=C(C=C1)C